O1C(=CC=C1)C(CC1=C(C=C(C(=C1)OC)O)CC1=CC(=C(C=C1)O)OC)=O 1-(2-furyl)-2-[4-hydroxy-2-[(4-hydroxy-3-methoxyphenyl)methyl]-5-methoxy-phenyl]ethanone